ClC1=C(C=C(C=C1)F)C(=O)C1=C(C(=C(C=C1[N+](=O)[O-])N)N)Br (2-chloro-5-fluorophenyl)(3,4-diamino-2-bromo-6-nitrophenyl)methanone